rac-(3aR,5r,6aS)-5-benzyl-2-(2-(5-(benzyloxy)pyrazin-2-yl)-2-hydroxyethyl)octahydrocyclopenta[c]pyrrol-5-ol C(C1=CC=CC=C1)C1(C[C@@H]2[C@@H](CN(C2)CC(O)C2=NC=C(N=C2)OCC2=CC=CC=C2)C1)O |r|